C(C)OC(CC(=O)CCl)=O ethyl-4-chloroacetoacetate